(2R,5R)-3-(4-aminophenyl)-2-(1-(4-bromophenyl)-3-(5-fluoropyridin-2-yl)-1H-pyrazol-4-yl)-5-methyloxazolidin-4-one NC1=CC=C(C=C1)N1[C@H](O[C@@H](C1=O)C)C=1C(=NN(C1)C1=CC=C(C=C1)Br)C1=NC=C(C=C1)F